4-((2-(((S)-((R)-3,3-difluoro-1-methylcyclopentyl)(3-methylpyridin-2-yl)methyl)amino)-3,4-dioxocyclobut-1-en-1-yl)amino)-3-hydroxy-N,N-dimethylpicolinamide FC1(C[C@](CC1)(C)[C@@H](C1=NC=CC=C1C)NC1=C(C(C1=O)=O)NC1=C(C(=NC=C1)C(=O)N(C)C)O)F